(S)-2-[6-Chloro-2-[1-isopropyl-3-(trifluoromethyl)-1H-pyrazole-4-carbonyl]-1,2,3,4-tetrahydro Isoquinolin-8-yl]pyrrolidine-1-carboxylate ClC=1C=C2CCN(CC2=C(C1)[C@H]1N(CCC1)C(=O)[O-])C(=O)C=1C(=NN(C1)C(C)C)C(F)(F)F